4-bromo-3-nitro-N-phenylaniline BrC1=C(C=C(NC2=CC=CC=C2)C=C1)[N+](=O)[O-]